NC(CCCC)S(=O)(=O)[O-].[Na+] sodium 1-aminopentyl-sulfonate